1-((2R,5S)-4-(6-chloro-2-(((S)-1-(cyclopropylmeth-yl)pyrrolidin-2-yl)methoxy)-7-(1,6-dimethyl-1H-indazol-7-yl)-8-fluoroquinazolin-4-yl)-2,5-dimethylpiperazin-1-yl)prop-2-en-1-one ClC=1C=C2C(=NC(=NC2=C(C1C=1C(=CC=C2C=NN(C12)C)C)F)OC[C@H]1N(CCC1)CC1CC1)N1C[C@H](N(C[C@@H]1C)C(C=C)=O)C